(13S)-4,13-dimethyl-14-(2-nitrobenzenesulfonyl)-19-(oxan-2-yl)-7,10-dioxa-5,14,19,20,23-pentaazatetracyclo[13.5.2.12,6.018,21]tricosa-1(20),2(23),3,5,15(22),16,18(21)-heptaene CC1=CC=2C3=NN(C=4C=CC(N([C@H](CCOCCOC(=N1)N2)C)S(=O)(=O)C2=C(C=CC=C2)[N+](=O)[O-])=CC34)C3OCCCC3